C(CCCCCCC)OCC=CC crotyl octyl ether